N-fluorenylmethoxycarbonyl-S-(2,3-dihydroxypropyl)-cysteine C1(=CC=CC=2C3=CC=CC=C3CC12)COC(=O)N[C@@H](CSCC(CO)O)C(=O)O